1-(2-tetrahydropyranyl)-1H-pyrazole-4-boronic acid pinacol ester O1C(CCCC1)N1N=CC(=C1)B1OC(C)(C)C(C)(C)O1